4-amino-1-methyl-N-((1S,4R)-3-oxo-2-azabicyclo[2.2.1]heptan-2-yl)-N-((5-(trifluoromethyl)pyridin-2-yl)methyl)-1H-pyrazolo[4,3-c]quinoline-8-carboxamide NC1=NC=2C=CC(=CC2C2=C1C=NN2C)C(=O)N(CC2=NC=C(C=C2)C(F)(F)F)N2[C@H]1CC[C@@H](C2=O)C1